methyl 2-(4-(4-(2-(5-amino-8-(prop-1-yn-1-yl)-3H-[1,2,4]triazolo[5,1-i]purin-3-yl) ethyl) piperazin-1-yl) phenoxy)-2-methylpropionate NC=1N2C(C=3N=CN(C3N1)CCN1CCN(CC1)C1=CC=C(OC(C(=O)OC)(C)C)C=C1)=NC(=N2)C#CC